Methyl (1R,2S,5S)-3-(7-fluoro-4-methoxy-1H-indole-2-carbonyl)-6,6-dimethyl-3-azabicyclo[3.1.0]hexane-2-carboxylate FC=1C=CC(=C2C=C(NC12)C(=O)N1[C@@H]([C@H]2C([C@H]2C1)(C)C)C(=O)OC)OC